tert-butyl N-(1-indolin-4-yl-4-piperidyl)-N-methyl-carbamate N1CCC2=C(C=CC=C12)N1CCC(CC1)N(C(OC(C)(C)C)=O)C